C(C)(=O)OCCOCC1CCC2(CNC2)CC1 2-((2-azaspiro[3.5]non-7-yl)methoxy)ethyl acetate